BrC=1C=C(C(=O)OC)C=CC1CN[C@H](CO)C1=CC=C(C=C1)C Methyl (S)-3-bromo-4-(((2-hydroxy-1-(p-tolyl)ethyl)amino)methyl)benzoate